FC=1C=C(C#N)C=C(C1)O[C@@H](C(F)(F)F)C |r| (±)-3-fluoro-5-((1,1,1-trifluoropropan-2-yl)oxy)benzonitrile